BrCCCCN 4-Bromo-1-butylamine